O[C@H]1C=2C=CC(=CC2CC[C@@H]1[C@@H]1N2C(C3=CC=CC=C13)=CN=C2)C(=O)N(C)C (5R,6R)-5-Hydroxy-6-((S)-5H-imidazo[5,1-a]isoindol-5-yl)-N,N-dimethyl-5,6,7,8-tetrahydronaphthalen-2-carboxamid